FC1=C(C(=CC=C1)C)N1N=C2C(=CC1=O)NN=C2C=2C=NC(=NC2)N2CCOCC2 5-(2-fluoro-6-methylphenyl)-3-(2-morpholinyl-pyrimidin-5-yl)-1H-pyrazolo[4,3-c]pyridazin-6(5H)-one